(2-phenylbutyrylamino)-N-benzylthiazole-4-carboxamide C1(=CC=CC=C1)C(C(=O)NC=1SC=C(N1)C(=O)NCC1=CC=CC=C1)CC